phenyl 4-guanidinobenzoate hydrochloride Cl.N(C(=N)N)C1=CC=C(C(=O)OC2=CC=CC=C2)C=C1